N-methyl-N-(hydroxypropyl)xylidine CN(C1=C(C(=CC=C1)C)C)CCCO